N-(3-(methylsulfonamido)phenyl)-2-(piperidin-1-yl)benzamide CS(=O)(=O)NC=1C=C(C=CC1)NC(C1=C(C=CC=C1)N1CCCCC1)=O